ethyl (2S)-3-[5-[bis(2-hydroxyethyl)amino]-1-methyl-benzimidazol-2-yl]-2-[[(2S)-2-(tert-butoxycarbonylamino)-3-methyl-butanoyl]amino]propanoate OCCN(C1=CC2=C(N(C(=N2)C[C@@H](C(=O)OCC)NC([C@H](C(C)C)NC(=O)OC(C)(C)C)=O)C)C=C1)CCO